Acetyl-Leucine C(C)(=O)N[C@@H](CC(C)C)C(=O)O